CC(CS(=O)(=O)NC1=C(C=C(C=C1)C1=C2C(=NC(=C1)NC(=O)C1CC1)NC=C2)F)(C)C N-(4-(4-((2,2-dimethylpropyl)sulfonamido)-3-fluorophenyl)-1H-pyrrolo[2,3-b]pyridin-6-yl)cyclopropylcarboxamide